4-methyl-4-(4-methylbenzoyl)-6-phenyl-5-hexynonitrile CC(CCC#N)(C#CC1=CC=CC=C1)C(C1=CC=C(C=C1)C)=O